CN(C)C/C=C\1/C=2C=CSC2CC1 N,N-Dimethyl[(E)-2-{2-thiabicyclo[3.3.0]octa-1(5),3-dien-6-ylidene}ethyl]amine